thiocyanate copper zinc [Zn+2].[Cu+2].[S-]C#N.[S-]C#N.[S-]C#N.[S-]C#N